1,3-dimethylpyrazolo[5,4-b]pyridin-5-amine CN1N=C(C=2C1=NC=C(C2)N)C